O1CCC2=C1C=C(C=C2)CNC(C)C2=NC=CC=C2F N-((2,3-dihydrobenzofuran-6-yl)methyl)-1-(3-fluoropyridin-2-yl)ethan-1-amine